9,9'-((6-(3,6-dimethyl-9H-carbazol-9-yl)-4-(2-(4,6-diphenyl-1,3,5-triazin-2-yl)phenyl)pyridine-2,3-diyl)bis(4,1-phenylene))bis(3-(tert-butyl)-9H-carbazole) CC=1C=CC=2N(C3=CC=C(C=C3C2C1)C)C1=CC(=C(C(=N1)C1=CC=C(C=C1)N1C2=CC=CC=C2C=2C=C(C=CC12)C(C)(C)C)C1=CC=C(C=C1)N1C2=CC=CC=C2C=2C=C(C=CC12)C(C)(C)C)C1=C(C=CC=C1)C1=NC(=NC(=N1)C1=CC=CC=C1)C1=CC=CC=C1